NS(=NC(C(C)C1=C(C=C(C=C1C(C)C)F)C(C)C)=O)(=O)C1=CN=C(S1)C(C)(C)O N-(amino(2-(2-hydroxypropan-2-yl)thiazol-5-yl)(oxo)-λ6-sulfaneylidene)-2-(4-fluoro-2,6-diisopropylphenyl)propanamide